FC1=C(C=CC(=C1)F)C(C(=O)N1CCN(CC1)C1=NC=C(C=C1)O)C 2,4-Difluorophenyl-1-[4-(5-hydroxypyridin-2-yl)-piperazin-1-yl]-propan-1-one